(S)-4-(cyclopropyl(4-(5,6,7,8-tetrahydro-1,8-naphthyridin-2-yl)butyl)amino)-2-(2-ethylbutanamido)butanoic acid C1(CC1)N(CC[C@@H](C(=O)O)NC(C(CC)CC)=O)CCCCC1=NC=2NCCCC2C=C1